ClC(=CF)C(F)F 2-chloro-1,3,3-triFluoropropene